C(C)(C)(C)OC(=O)N1[C@@H]([C@@H](CC1)N)CC1=CC(=CC=C1)Br.C(C)OC(C)C1=NN2C(=NN(C(C2=C1)=O)CC(=O)NC1=NC=NC=C1)C(C)C 2-(2-(1-ethoxyethyl)-7-isopropyl-4-oxopyrazolo[1,5-d][1,2,4]triazin-5(4H)-yl)-N-(pyrimidin-4-yl)acetamide tert-butyl-(2R,3R)-3-amino-2-(3-bromobenzyl)pyrrolidine-1-carboxylate